fluorine Di-t-butylmethylphosphine tetrafluoroborate F[B-](F)(F)F.C(C)(C)(C)P(C)C(C)(C)C.[F]